2-dispiro[2.0.24.13]heptan-7-ylacetaldehyde C1CC12C1(CC1)C2CC=O